1-methyl-4-[4-(4,4,5,5-tetramethyl-1,3,2-dioxaborolan-2-yl)phenyl]pyrazole CN1N=CC(=C1)C1=CC=C(C=C1)B1OC(C(O1)(C)C)(C)C